ethyl-3-benzyloxy-2-methoxyimino-propanoate C(C)OC(C(COCC1=CC=CC=C1)=NOC)=O